CC1=C(C=CC(=C1)OC1=CC=CC=C1)N1C(NC2=C(SC=3N=CC=C1C32)C(=O)N[C@@H]3[C@@H](CCC3)NC(CC)=O)=O 5-(2-Methyl-4-phenoxyphenyl)-4-oxo-N-((1S,2R)-2-propionamidocyclopentyl)-4,5-dihydro-3H-1-thia-3,5,8-triazaacenaphthylene-2-carboxamide